(S)-2-((6-Methoxy-2-methyl-1,2,3,4-tetrahydroisoquinolin-7-yl)amino)-4-((2-(4-methyl-2-oxooxazolidin-3-yl)phenyl)amino)pyrimidine-5-carboxamide COC=1C=C2CCN(CC2=CC1NC1=NC=C(C(=N1)NC1=C(C=CC=C1)N1C(OC[C@@H]1C)=O)C(=O)N)C